N-(3-(5-fluoropyridin-2-yl)-4-methylphenyl)-8-azabicyclo[3.2.1]octane-8-carboxamide FC=1C=CC(=NC1)C=1C=C(C=CC1C)NC(=O)N1C2CCCC1CC2